3-amino-5-hydroxy-pentanoic acid tert-butyl ester C(C)(C)(C)OC(CC(CCO)N)=O